COCOC1=C(C=C(C=C1C=O)C)C1=C(C=C(C=C1C)C)C 2-(Methoxymethoxy)-2',4',5,6'-tetramethyl-[1,1'-biphenyl]-3-carbaldehyde